C(#N)C1=C(NC=2C(=C3C(N(C=NC3=CC2)C2COC3(C2)CCN(CC3)C(=O)OC(C)(C)C)=O)F)C(=CC=C1F)F tert-butyl 3-[(3s)-6-(2-cyano-3,6-difluoro-anilino)-5-fluoro-4-oxo-quinazolin-3-yl]-1-oxa-8-azaspiro[4.5]decane-8-carboxylate